C(C)(C)(C)C=1C=C(C=C(C1)C(C)(C)C)C1=CC=C(C=C1)NC1=CC=2C(C3=CC=CC=C3C2C=C1)(C)C N-(3',5'-di-tert-butylbiphenyl-4-yl)-9,9-dimethyl-9H-fluoren-2-amine